3-fluoro-7-formyl-1H-pyrrolo[3,2-b]pyridine-5-carbonitrile FC1=CNC=2C1=NC(=CC2C=O)C#N